(S)-2'-bromo-2-(1-methyl-1H-1,2,3-triazol-4-yl)-4',5'-dihydrospiro[piperidine-4,7'-thieno[2,3-c]pyran]-1-carboxylate BrC1=CC2=C([C@@]3(OCC2)CC(N(CC3)C(=O)[O-])C=3N=NN(C3)C)S1